1-tert-butyl 3-methyl 2-(2-chloropyrimidin-4-yl)malonate ClC1=NC=CC(=N1)C(C(=O)OC(C)(C)C)C(=O)OC